tert-butyl 4-[4-(dimethylamino) phenoxy]piperidine-1-carboxylate CN(C1=CC=C(OC2CCN(CC2)C(=O)OC(C)(C)C)C=C1)C